C(C)OC(C1=C(C=NC=C1[N+](=O)[O-])Cl)=O chloro-5-nitroisonicotinic acid Ethyl ester